ClC1=C(CNC(CN2N=C(C=CC2=O)C2=CC=C(C=C2)OC(F)F)=O)C=CC=C1 N-(2-chlorobenzyl)-2-(3-(4-(difluoromethoxy)phenyl)-6-oxopyridazin-1(6H)-yl)acetamide